2-(2,3-dihydrobenzo[b][1,4]dioxin-6-yl)-1-(4-(methylsulfonyl)benzyl)pyrrolidine O1C2=C(OCC1)C=C(C=C2)C2N(CCC2)CC2=CC=C(C=C2)S(=O)(=O)C